[C@H]12CN(C[C@H](CC1)N2)C2=NC(=NC=1CC3(CCC21)CC2=CC=CC1=CC=CC3=C21)OC[C@]21CCCN1C[C@@H](C2)F 4'-((1R,5S)-3,8-diazabicyclo[3.2.1]octan-3-yl)-2'-(((2R,7aS)-2-fluorotetrahydro-1H-pyrrolizin-7a(5H)-yl)methoxy)-5',8'-dihydro-2H,6'H-spiro[acenaphthylene-1,7'-quinazoline]